C1=CC=C(C=2SC3=C(C21)C=CC=C3)C=3N(C(=CC3C(=O)O)C3=C2C(=NC=C3)NC=C2)COCC[Si](C)(C)C 2-(dibenzo[b,d]thiophen-4-yl)-5-(1H-pyrrolo[2,3-b]pyridin-4-yl)-1-{[2-(trimethylsilyl)ethoxy]methyl}-1H-pyrrole-3-carboxylic acid